1-((1-Methyl-4-nitro-1H-imidazol-5-yl)thio)-4-propylbenzofuro[2,3-e][1,2,4]triazolo[4,3-a]pyrimidin-5(4H)-one CN1C=NC(=C1SC1=NN=C2N1C1=C(C(N2CCC)=O)OC2=C1C=CC=C2)[N+](=O)[O-]